ClC1=C(C=CC=C1)S(=O)(=O)N1CC2(C1)CC(C2)NC(=O)NCC2=CC=C(C=C2)OC 1-(2-((2-chlorophenyl)sulfonyl)-2-azaspiro[3.3]heptan-6-yl)-3-(4-methoxybenzyl)urea